ClC1=CC=NC(=C1C=O)N1C(C=2N(C=C1)C1=C(C2)CC(C1)(C)C)=O 4-chloro-2-(7,7-dimethyl-1-oxo-1,6,7,8-tetrahydro-2H-cyclopenta[4,5]pyrrolo[1,2-a]pyrazin-2-yl)nicotinaldehyde